3,8-dimethyl-acenaphthene CC1=C2CCC=3C(=CC=C(C=C1)C32)C